The molecule is an aromatic ether in which the ether functionality links two 2,3-dihydroxy-5-methylphenyl groups. Fungal metabolite isolated inter alia from Aspergillus spp. It has a role as a mycotoxin and a metabolite. It is a member of catechols and an aromatic ether. CC1=CC(=C(C(=C1)OC2=CC(=CC(=C2O)O)C)O)O